N1=CC=C(C=C1)/N=N/C1=CC=NC=C1 4-[(1E)-2-(pyridin-4-yl)diazen-1-yl]pyridine